C(CC(=O)C)(=O)[O-].C(CC(=O)C)(=O)[O-].[Ti+2] titanium bis(acetoacetate)